OC1=C(C=CC(=C1)OCCCCCCCC)N1N=C2C(=N1)C=CC=C2 2-(2-hydroxy-4-octoxyphenyl)benzotriazole